Bis-(4-ethoxy-4-oxobutan-2-yl)-2-hydroxysuccinat C(C)OC(CC(C)OC(C(CC(=O)OC(C)CC(=O)OCC)O)=O)=O